CO[Si](C(C)C=1C(=C(C=CC1CC[SiH2]C(N(CC)CC)N(CC)CC)[SiH](C)C)[SiH](C)C)(OC)OC 1-trimethoxysilylethyldimethylsilyl-4-bis(diethylamino)methylsilylethyldimethylsilylbenzene